SC1=NN=C(S1)NC(O)=O (5-mercapto-1,3,4-thiadiazole-2-yl)carbamic acid